(E)-6-(1-(ethoxyimino)ethyl)-3-(methylsulfonyl)picolinic acid C(C)O\N=C(/C)\C1=CC=C(C(=N1)C(=O)O)S(=O)(=O)C